3,5-dichloro-N-(2-(fluoromethyl)-8-methyl-4-oxo-3-(2-(trifluoromethoxy)benzyl)-3,4-dihydroquinazolin-5-yl)-4-hydroxybenzamide ClC=1C=C(C(=O)NC2=C3C(N(C(=NC3=C(C=C2)C)CF)CC2=C(C=CC=C2)OC(F)(F)F)=O)C=C(C1O)Cl